(R)-8-(2-chloro-4-(2-(piperazin-1-yl)ethoxy)phenyl)-9-(1-(4-chloropyridin-2-yl)ethyl)-6-(1-methylcyclopropoxy)-9H-purine ClC1=C(C=CC(=C1)OCCN1CCNCC1)C=1N(C2=NC=NC(=C2N1)OC1(CC1)C)[C@H](C)C1=NC=CC(=C1)Cl